(hydroxymethyl)-6-methyltetrahydro-2H-pyran-3,4-diol OCC1OC(CC(C1O)O)C